2,2',6,6'-Tetratrifluoromethyl-4,4'-diaminobiphenyl FC(C1=C(C(=CC(=C1)N)C(F)(F)F)C1=C(C=C(C=C1C(F)(F)F)N)C(F)(F)F)(F)F